ClC1=C(C=CC=C1COC1=NC(=CC(=N1)OC)OC)C1=CC=CC=C1 2-((2-chloro-[1,1'-biphenyl]-3-yl)methoxy)-4,6-dimethoxypyrimidine